C1(CC1)CCC=1N(C(=C(C(N1)=O)CC1=CC=C(C=C1)C=1C(=CC(=CC1)F)C(=O)N)O)[C@@H](C(C)C)C1=CC(=CC(=C1)F)F 4'-{[2-(2-cyclopropylethyl)-1-[(1S)-1-(3,5-difluorophenyl)-2-methylpropyl]-6-hydroxy-4-oxo-1,4-dihydropyrimidin-5-yl]methyl}-4-fluoro-[1,1'-biphenyl]-2-carboxamide